2-{[(αR)-6-[4-(cyclopentyl-methyl)-2,5-dioxo-imidazolidin-1-yl]-spiro[3.3]heptan-2-yl]oxy}pyridine-3-carboxamide C1(CCCC1)CC1NC(N(C1=O)C1CC2(CC(C2)OC2=NC=CC=C2C(=O)N)C1)=O